ClCC(=O)N1CC(C=2NC(C(=CC21)CC2=C(C=C(C=C2)F)F)=O)(C)C 1-(2-chloro-acetyl)-6-(2,4-difluoro-benzyl)-3,3-dimethyl-1,2,3,4-tetrahydro-pyrrolo[3,2-b]pyridin-5-one